2-amino-8-(25-chloro-4,7,10,13,16,19-hexa-oxapentacos-1-yl)-9-(4-fluoro-benzyl)-1,9-dihydro-6H-purin-6-one NC=1NC(C=2N=C(N(C2N1)CC1=CC=C(C=C1)F)CCCOCCOCCOCCOCCOCCOCCCCCCCl)=O